ClC1=C2C(=NC=C1)NC(=C2C=2C=CC(=C(C2)NC(C=C)=O)C)C2=CC(=CC=C2)C(=O)N2CCOCC2 N-(5-(4-chloro-2-(3-(morpholine-4-carbonyl)phenyl)-1H-pyrrolo[2,3-b]pyridin-3-yl)-2-methylphenyl)acrylamide